Tert-butyl (S)-3-(3-((6-chloro-1-cyclopropyl-7-fluoro-1H-benzo[d]imidazol-5-yl)ethynyl)-4-cyano-5-((4-methoxybenzyl)amino)-1H-pyrazol-1-yl)pyrrolidine-1-carboxylate ClC=1C(=CC2=C(N(C=N2)C2CC2)C1F)C#CC1=NN(C(=C1C#N)NCC1=CC=C(C=C1)OC)[C@@H]1CN(CC1)C(=O)OC(C)(C)C